C(C)(C)(C)OC(=O)N1C2CN(CC1CC2)C2=CC=C1CC(COC1=C2)N 3-(3-aminochroman-7-yl)-3,8-diazabicyclo[3.2.1]octane-8-carboxylic acid tert-butyl ester